3-acryloxypropyl-tris(trichloroacetoxy)silane C(C=C)(=O)OCCC[Si](OC(C(Cl)(Cl)Cl)=O)(OC(C(Cl)(Cl)Cl)=O)OC(C(Cl)(Cl)Cl)=O